(R)-1-(3-((6-((1-(tetrahydro-2H-pyran-4-yl)-1H-pyrazol-4-yl)amino)-1H-pyrazolo[3,4-d]pyrimidin-4-yl)amino)piperidin-1-yl)prop-2-en-1-one O1CCC(CC1)N1N=CC(=C1)NC1=NC(=C2C(=N1)NN=C2)N[C@H]2CN(CCC2)C(C=C)=O